2-oxopyrrolidine O=C1NCCC1